(S)-1-(1-ethoxy-3-p-tolylpropan-2-yl)-3-(4-methylbenzyl)-1H-benzo[d]imidazol-2(3H)-imine C(C)OC[C@H](CC1=CC=C(C=C1)C)N1C(N(C2=C1C=CC=C2)CC2=CC=C(C=C2)C)=N